7-(3-bromophenyl)-6,7-dihydro-5H-cyclopenta[b]pyridin-7-ol BrC=1C=C(C=CC1)C1(CCC=2C1=NC=CC2)O